Hexanoic acid (2,6-difluoro-4-morpholin-4-yl-phenyl)-amide FC1=C(C(=CC(=C1)N1CCOCC1)F)NC(CCCCC)=O